2-(4-(4-((6-(2,4-dioxotetrahydropyrimidin-1(2H)-yl)pyridazin-3-yl)methyl)piperazin-1-yl)phenyl)-2H-indazole-7-carboxamide O=C1N(CCC(N1)=O)C1=CC=C(N=N1)CN1CCN(CC1)C1=CC=C(C=C1)N1N=C2C(=CC=CC2=C1)C(=O)N